N1=C(N=C(C2=CC(=CC=C12)N)N)N 2,4,6-quinazolinetriamine